N-((1,2,3,5,6,7-hexahydro-s-indacen-4-yl)carbamoyl)-4-(2-(7-methoxy-4,4-dimethyl-1,3-dioxo-3,4-dihydroisoquinolin-2(1H)-yl)ethyl)benzenesulfonamide C1CCC2=C(C=3CCCC3C=C12)NC(=O)NS(=O)(=O)C1=CC=C(C=C1)CCN1C(C2=CC(=CC=C2C(C1=O)(C)C)OC)=O